FC1=CC2=C(B(OC2)OCCCOB2OCC3=C2C=CC(=C3)F)C=C1 1,3-bis((5-fluorobenzo[c][1,2]oxaborol-1(3H)-yl)oxy)propane